C1(CCC1)CN(C(OC(C)(C)C)=O)[C@H]1CN(CCC1)C1=CC(N(C=C1)C(C)N1N=NC(=C1)C=1C=NC=C(C1)F)=O tert-butyl (cyclobutylmethyl)((3R)-1-(1-(1-(4-(5-fluoropyridin-3-yl)-1H-1,2,3-triazol-1-yl)ethyl)-2-oxo-1,2-dihydropyridin-4-yl)piperidin-3-yl)carbamate